(S)-1-(2-chloro-7-toluenesulfonyl-7H-pyrrolo[2,3-d]pyrimidin-4-yl)pyrrolidine-2-carboxamide ClC=1N=C(C2=C(N1)N(C=C2)S(=O)(=O)CC2=CC=CC=C2)N2[C@@H](CCC2)C(=O)N